5-(1H-indol-3-yl)-2-phenyl-oxazole-4-carboxylic acid N1C=C(C2=CC=CC=C12)C1=C(N=C(O1)C1=CC=CC=C1)C(=O)O